C1(=CC(=CC=C1)C[C@@H]1N(CCC[C@@H]1NS(=O)(=O)C)C(=O)C1CC1)C1=CC=CC=C1 N-(cis-2-(biphenyl-3-ylmethyl)-1-(cyclopropylcarbonyl)piperidin-3-yl)methanesulfonamide